1,1,3,3-tetramethyl-uronium tetrafluoroborate F[B-](F)(F)F.C[N+](=C(O)N(C)C)C